C1(CC1)C=1C=CC(=NC1F)[C@@H](NC(=O)[C@H]1N(C[C@@H](C1)F)C(CN1N=NC=C1N(CC)CC)=O)C1=CC=CC=C1 (2S,4R)-N-[(S)-(5-cyclopropyl-6-fluoropyridin-2-yl)(phenyl)methyl]-1-{2-[5-(diethylamino)-1H-1,2,3-triazol-1-yl]acetyl}-4-fluoropyrrolidine-2-carboxamide